(S)-4-((1R,3R,5S,6S)-6-(1-isopropyl-3-(5-(trifluoromethyl)pyridin-3-yl)-1H-pyrazol-5-yl)bicyclo[3.1.0]hexane-3-yl)-2-methylmorpholine C(C)(C)N1N=C(C=C1C1[C@H]2CC(C[C@@H]12)N1C[C@@H](OCC1)C)C=1C=NC=C(C1)C(F)(F)F